N-carbonyl-tert-butyl-hydrazine C(=O)=NNC(C)(C)C